(Tridecyl)-4,4'-Butylidenebis(3-Methyl-6-tert-butylphenyl) Diphosphite O1P(OC2=CC(=C(C=C2C(C)(C)C)C(CCCCCCCCCCCCCCCC)C2=C(C=C1C(=C2)C(C)(C)C)C)C)OP([O-])[O-]